O.[Na].[Na].[Na].N1C(=S)NC(=S)NC1=S trithiocyanuric acid trisodium hydrate